C(C)(C)(C)OC(=O)N1[C@@H](C=C(C1)C1=CC=CC=C1)CO (S)-2-(hydroxymethyl)-4-phenyl-2,5-dihydro-1H-pyrrole-1-carboxylic acid tert-butyl ester